FC1=C(C(=C(C(=C1[B-](C1=C(C(=C(C(=C1F)F)F)F)F)(C1=C(C(=C(C(=C1F)F)F)F)F)C1=C(C(=C(C(=C1F)F)F)F)F)F)F)F)F.C(CCCCCCCCCCCCCCC)[NH2+]C hexadecylmethylammonium [tetrakis(pentafluorophenyl)borate]